(1-methylcyclopropyl) N-[4-chloro-2-[[(1S)-3-(methylamino)-2,3-dioxo-1-[[(3S)-2-oxopyrrolidin-3-yl]methyl]propyl]carbamoyl]phenyl]carbamate ClC1=CC(=C(C=C1)NC(OC1(CC1)C)=O)C(N[C@H](C(C(=O)NC)=O)C[C@H]1C(NCC1)=O)=O